(1r,4r)-5'-bromo-4'-chloro-1',2'-dihydrospiro[cyclohexane-1,3'-pyrrolo[2,3-b]pyridin]-4-yl methanesulfonate CS(=O)(=O)OC1CCC2(CNC3=NC=C(C(=C32)Cl)Br)CC1